C1=CC=CC=2C3=CC=CC=C3C(C12)(C1=C(C=CC=C1)C1=CC=CC=C1)C1=C(C=CC=C1)C1=CC=CC=C1 (9H-fluorene-9,9-diyl)bis([1,1'-biphenyl])